FC=1C=C(NC2=CC=C(C(=N2)C(=O)NC2C(CC2)OC2=CC=C(C=C2)F)OC)C=C(C1)F 6-(3,5-difluoroanilino)-N-[2-(4-fluorophenoxy)cyclobutyl]-3-methoxy-pyridine-2-carboxamide